4-bromo-N-(2-(4,4-difluoropiperidin-1-yl)-6-methylpyridin-4-yl)-2-fluorobenzamide BrC1=CC(=C(C(=O)NC2=CC(=NC(=C2)C)N2CCC(CC2)(F)F)C=C1)F